The molecule is a spirostanyl glycoside that consists of the trisaccharide alpha-L-Rha-(1->4)-[alpha-L-Rha-(1->2)]-beta-D-Glc attached to position 3 of diosgenin via a glycosidic linkage. It has a role as a metabolite, an antifungal agent, an antiviral agent, an antineoplastic agent, an anti-inflammatory agent, a hepatoprotective agent, an apoptosis inducer and an EC 1.14.18.1 (tyrosinase) inhibitor. It is a spirostanyl glycoside, a spiroketal, a hexacyclic triterpenoid and a trisaccharide derivative. It derives from a diosgenin. It derives from a hydride of a spirostan. C[C@@H]1CC[C@@]2([C@H]([C@H]3[C@@H](O2)C[C@@H]4[C@@]3(CC[C@H]5[C@H]4CC=C6[C@@]5(CC[C@@H](C6)O[C@H]7[C@@H]([C@H]([C@@H]([C@H](O7)CO)O[C@H]8[C@@H]([C@@H]([C@H]([C@@H](O8)C)O)O)O)O)O[C@H]9[C@@H]([C@@H]([C@H]([C@@H](O9)C)O)O)O)C)C)C)OC1